N-[(1S)-2-[6-[(6-methoxy-2-methyl-3,4-dihydro-1H-isoquinolin-7-yl)amino]pyrazolo[3,4-d]pyrimidin-1-yl]-1-methyl-ethyl]methanesulfonamide COC=1C=C2CCN(CC2=CC1NC1=NC=C2C(=N1)N(N=C2)C[C@H](C)NS(=O)(=O)C)C